C1(CC1)C1=NC(=CC(=C1)N1C(N(C2(C1=O)CCN(CC2)CC2CCOCC2)CC)=O)C(F)(F)F (2-cyclopropyl-6-(trifluoromethyl)pyridin-4-yl)-1-ethyl-8-((tetrahydro-2H-pyran-4-yl)methyl)-1,3,8-triazaspiro[4.5]decane-2,4-dione